ClC1=CC=C(C=C1)NC(=O)NC1=C(C=C(C=C1)Cl)Cl 1-(4-chlorophenyl)-3-(2,4-dichlorophenyl)urea